N-Arachidonyl-dopamine C(CCC\C=C/C\C=C/C\C=C/C\C=C/CCCCC)NCCC1=CC(O)=C(O)C=C1